FC(O[Si](OC(F)(F)F)(OC(F)(F)F)C(C(F)(F)F)(F)F)(C(C(C(C(C(C(C(C(C(C(F)(F)F)(F)F)(F)F)(F)F)(F)F)(F)F)(F)F)(F)F)(F)F)(F)F)F perfluorodecyl-ethyltrimethoxysilane